C[C@H]1N(CCN(C1=O)C)CCOC=1C=CC(=NC1)N1CCN(CC1)C1=CC=C(C=N1)C=1C2=C(C(N(C1)C)=O)N(C=C2)S(=O)(=O)C2=CC=C(C)C=C2 (R)-4-{6-[4-(5-(2-(2,4-dimethyl-3-oxopiperazin-1-yl)ethoxy)pyridin-2-yl)piperazin-1-yl]pyridin-3-yl}-6-methyl-1-tosyl-1H-pyrrolo[2,3-c]pyridin-7(6H)-one